3-(((2-aminoethyl)(ethyl)amino)methyl)-2-bromobenzonitrile NCCN(CC)CC=1C(=C(C#N)C=CC1)Br